N1(C=NC=C1)C1(C(=O)O)C=CC(C(=O)O)(C=C1)N1C=NC=C1 1,4-bis(imidazol-1-yl)terephthalic acid